(1S,3aR,6aS)-N-[(2S)-1-hydroxy-3-[(3S)-2-oxopyrrolidin-3-yl]propan-2-yl]-2-(4-methoxy-1H-indole-2-carbonyl)-hexahydro-1H-cyclopenta[c]pyrrole-1-carboxamide OC[C@H](C[C@H]1C(NCC1)=O)NC(=O)[C@H]1N(C[C@H]2[C@@H]1CCC2)C(=O)C=2NC1=CC=CC(=C1C2)OC